2-FLUORO-6-METHOXYBENZALDEHYDE FC1=C(C=O)C(=CC=C1)OC